Cl.NC/C(/CN1N=CN(C1=O)CC=1SC(=CC1)C1=CC(=C(C=C1)F)N(C)C)=C\F 2-[(2E)-2-(aminomethyl)-3-fluoroprop-2-en-1-yl]-4-(5-[3-(dimethylamino)-4-fluorophenyl]thiophen-2-ylmethyl)-2,4-dihydro-3H-1,2,4-triazol-3-one hydrochloride